ClC=1C=CC2=C(CC(CC=3N2C(=NN3)[C@@H]3CC[C@H](CC3)OC3=NC=CC=C3)NCC)C1 8-chloro-N-ethyl-1-[trans-4-(pyridin-2-yloxy)cyclohexyl]-5,6-dihydro-4H-[1,2,4]triazolo[4,3-a][1]benzazepin-5-amine